6-methoxy-1H-benzo[d]Imidazole COC=1C=CC2=C(NC=N2)C1